N4-(4-(2-amino-5-methylpyrimidin-4-yl)phenyl)-N2-isobutyl-5-methylpyrimidine-2,4-diamine NC1=NC=C(C(=N1)C1=CC=C(C=C1)NC1=NC(=NC=C1C)NCC(C)C)C